5-[(5-{2-Methoxy-4-[(3-methylazetidine-3-yl)methoxy]pyridin-3-yl}-1H-pyrazole-3-yl)amino]pyrazine-2-carbonitrile COC1=NC=CC(=C1C1=CC(=NN1)NC=1N=CC(=NC1)C#N)OCC1(CNC1)C